3-(1-(1-([3,3'-bipyridine]-6-ylmethyl)-1H-indole-7-carboxamido)cyclopropyl)bicyclo[1.1.1]pentane-1-carboxylic acid N1=CC(=CC=C1CN1C=CC2=CC=CC(=C12)C(=O)NC1(CC1)C12CC(C1)(C2)C(=O)O)C=2C=NC=CC2